N1(N=CN=C1)CCCNC1=C(C=C(C=C1)N)F N1-(3-(1H-1,2,4-triazol-1-yl)propyl)-2-fluorobenzene-1,4-diamine